C(#N)CCOC(CN1C(N(C(C(=C1)C=NOC(C)C)=O)C(C(=O)NC(C)C)C)=O)C1=C(C=CC(=C1)F)OC 2-(3-(2-(2-cyanoethoxy)-2-(5-fluoro-2-methoxyphenyl)ethyl)-5-((isopropoxyimino)methyl)-2,6-dioxo-3,6-dihydropyrimidin-1(2H)-yl)-N-isopropylpropionamide